CC1=NN=C(O1)N1C(NC2=C1C=C(C=C2)S(=O)(=O)NC2(CC2)C)=O 3-(5-methyl-1,3,4-oxadiazol-2-yl)-N-(1-methylcyclopropyl)-2-oxo-2,3-dihydro-1H-benzo[d]imidazole-5-sulfonamide